C[C@H](CCC(=O)SCCNC(=O)CCNC(=O)[C@@H](C(C)(C)COP(=O)([O-])OP(=O)([O-])OC[C@@H]1[C@H]([C@H]([C@@H](O1)N2C=NC3=C(N=CN=C32)N)O)OP(=O)([O-])[O-])O)[C@H]4CCC5[C@@]4(CCC6C5CCC7[C@@]6(CCC(=O)C7)C)C The molecule is a steroidal acyl-CoA(4-) obtained by deprotonation of the phosphate and diphosphate OH groups of any 3-oxo bile acid; major species at pH 7.3.